N(O)=CCO hydroximinoethyl alcohol